5-chloro-N-[[(2R,5S)-2-[3-(4-fluorophenoxy)phenyl]-3-oxo-1,4-thiazepan-5-yl]methyl]pyridine-2-carboxamide ClC=1C=CC(=NC1)C(=O)NC[C@H]1NC([C@H](SCC1)C1=CC(=CC=C1)OC1=CC=C(C=C1)F)=O